[3-(6-Chloro-1-methyl-9H-pyrido[3,4-b]indol-8-yl)-phenyl]-pyridin-2-yl-methanol ClC=1C=C2C3=C(NC2=C(C1)C=1C=C(C=CC1)C(O)C1=NC=CC=C1)C(=NC=C3)C